COC=1C=C(\C=N\NC(=O)C2=NC(=CN=C2)C2=CC=CC=C2)C=C(C1)OC (E)-N'-(3,5-dimethoxybenzylidene)-6-phenylpyrazine-2-carbohydrazide